ClC1=C2CN(C(C2=C(C=C1)NC=1C=CC=2N(CCCCC2N1)C)=O)C(=O)OC(C)(C)C Tert-butyl 4-chloro-7-((5-methyl-6,7,8,9-tetrahydro-5H-pyrido[3,2-b]azepin-2-yl) amino)-1-oxoisoindole-2-carboxylate